Di-β-naphthylcarbodiimide C1=C(C=CC2=CC=CC=C12)N=C=NC1=CC2=CC=CC=C2C=C1